BrC1=CC=C(C=C1)C(C(=O)NC1=CC=C(C=C1)F)O 2-(4-Bromophenyl)-N-(4-fluorophenyl)-2-hydroxyacetamide